FC(S(=O)(=O)O)(F)F.CC=1NC=CN1 methylimidazole trifluoromesylate